BrC=1C=CC(=NC1)OC1=CC=C(C=C1)Cl 5-bromo-(4-chloro-phenoxy)pyridine